ClC1=CC(=C(C=C1)/C(=C(/C=1C=C2C=NNC2=CC1)\C1=CC=C(OCCCCCCN2CCN(CC2)C(=O)C=2C=C(CC3=NNC(C4=CC=CC=C34)=O)C=CC2F)C=C1)/CC)F (E)-4-(3-(4-(6-(4-(2-(4-chloro-2-fluorophenyl)-1-(1H-indazol-5-yl)but-1-enyl)phenoxy)hexyl)piperazine-1-carbonyl)-4-fluorobenzyl)phthalazin-1(2H)-one